BrC1=CC(=CCN1O)C (Z)-6-bromo-N-hydroxy-4-methylpyridine